C(=O)O.BrC=1C=C2C(=CC=NC2=CC1)NCC1=C(C=C(C=C1)OC)OC 6-bromo-N-[(2,4-dimethoxyphenyl)methyl]quinolin-4-amine formic acid salt